Heptadecan-9-yl 8-((2-hydroxyethyl)(6-oxo-6-((11,11,11-trifluoroundecyl)oxy)-hexyl)amino)octanoate OCCN(CCCCCCCC(=O)OC(CCCCCCCC)CCCCCCCC)CCCCCC(OCCCCCCCCCCC(F)(F)F)=O